The molecule is a purine ribonucleoside 5'-monophosphate. It derives from a guanosine 5'-monophosphate. It is a conjugate acid of a N(7)-methylguanosine 5'-phosphate. CN1C=[N+](C2=C1C(=O)NC(=N2)N)[C@H]3[C@@H]([C@@H]([C@H](O3)COP(=O)(O)O)O)O